CN1CC(C1)(C)[C@@](C=1C=C(C=NC1)C1=NOC(=N1)C(C)(C)O)(C1=CC=C(C=C1)C(C(F)(F)F)(F)F)O 2-(3-{5-[(R)-(1,3-Dimethyl-azetidin-3-yl)-hydroxy-(4-pentafluoroethyl-phenyl)-methyl]-pyridin-3-yl}-[1,2,4]oxadiazol-5-yl)-propan-2-ol